ClC1=C(C(=CC=C1)Cl)C1=CC2=C(N=C(N=C2)NC=2C=NC(=CC2)OCCN2CCSCC2)N(C1=O)C 6-(2,6-dichlorophenyl)-8-methyl-2-((6-(2-thiomorpholinoethoxy)pyridin-3-yl)amino)pyrido[2,3-d]pyrimidin-7(8H)-one